NC1=CC(=NN1C(C)(C)C)[C@@H]1C[C@@H](CC1)O (1R,3S)-3-[5-amino-1-(2-methylprop-2-yl)pyrazol-3-yl]cyclopentan-1-ol